C(C)(=O)[AsH2] Acetylarsine